ClC1=C(C=CC=C1)C1=C(C=CC(=C1)F)S(=O)(=O)N1CCC(CC1)(C(=O)OCC)F ethyl 1-[2-(2-chlorophenyl)-4-fluoro-phenyl]sulfonyl-4-fluoro-piperidine-4-carboxylate